(4S)-4-(((benzyloxy)carbonyl)amino)-5-(((2S)-1-((2-methyl-5-(2-(piperidin-3-yl)ethoxy)benzyl)amino)-1-oxo-4-phenylbutan-2-yl)amino)-5-oxopentanoic acid C(C1=CC=CC=C1)OC(=O)N[C@@H](CCC(=O)O)C(=O)N[C@H](C(=O)NCC1=C(C=CC(=C1)OCCC1CNCCC1)C)CCC1=CC=CC=C1